(3R,4aS,9bS)-3-methyl-7-(trifluoromethoxy)-1,2,3,4,4a,9b-hexahydrobenzofuro[3,2-b]pyridine C[C@@H]1C[C@H]2[C@@H](NC1)C1=C(O2)C=C(C=C1)OC(F)(F)F